3-benzyl-1-(4'-cyanobiphenyl-4-yl)-1-(trans-4-((5-cyanopyridin-2-yl)amino)cyclohexyl)urea C(C1=CC=CC=C1)NC(N([C@@H]1CC[C@H](CC1)NC1=NC=C(C=C1)C#N)C1=CC=C(C=C1)C1=CC=C(C=C1)C#N)=O